C(C)(C)(C)OC(=O)N1CCN(CC1)CCCl 4-(2-chloroethyl)piperazine-1-carboxylic acid tert-butyl ester